C(C(O)CO)CCCCCCCC(=O)O.C(CCCCCCC)(=O)O monocaprylate (glyceryl monocaprylate)